BrC1=CC=C(C=N1)OCC(=O)C1=CC=C(C=C1)C1=NOC(=N1)C(F)(F)F 2-((6-bromopyridin-3-yl)oxy)-1-(4-(5-(trifluoromethyl)-1,2,4-oxadiazol-3-yl)phenyl)ethan-1-one